NC1=NC(=CC(=N1)C1=CC=CC(=C1C#N)C)C=1N=NN(C1)CC1=NC(=CC=C1)C 6-(2-amino-6-{1-[(6-methyl-2-pyridinyl)methyl]-1H-1,2,3-triazol-4-yl}-4-pyrimidinyl)-2-methylbenzonitrile